The molecule is a diterpenoid isolated from the Hainan soft coral Lobophytum cristatum. It has a role as a coral metabolite. It is a diterpenoid, a carbotricyclic compound and a ketone. CC(C)CC(=O)CC(C)[C@H]1CC[C@@]2([C@H]1[C@@H]3[C@H]2CCC3=C)C